[Br].C(CCC(C)C)C1N(N(CCCCC1)C1CCCCCCC1)CCCC(C)C diisohexyldiazabicyclooctane bromine salt